OCCC(=O)N1CCNC(C2=C1C=CC=C2)=O 1-(3-hydroxypropionyl)-3,4-dihydro-1H-benzo[e][1,4]diazepin-5(2H)-one